7-bromo-1'H-1,7'-biindole BrC=1C=CC=C2C=CN(C12)C=1C=CC=C2C=CNC12